4-chloro-1,3-dioxolane ClC1OCOC1